N-[3-(benzylamino)-6-(2,6-dimethylphenyl)pyrazin-2-yl]benzenesulfonamide C(C1=CC=CC=C1)NC=1C(=NC(=CN1)C1=C(C=CC=C1C)C)NS(=O)(=O)C1=CC=CC=C1